C(C)(C)(C)OC(=O)N1C[C@@H](N(CC1)[C@]1(COC[C@H]1O[Si](C1=CC=CC=C1)(C1=CC=CC=C1)C(C)(C)C)CC)C (S)-4-((3S,4S)-4-((tert-Butyldiphenylsilyl)oxy)-3-ethyltetrahydrofuran-3-yl)-3-methylpiperazine-1-carboxylic acid tert-butyl ester